(S)-2-methyl-N-(1-(thiazol-4-yl)propyl)propane-2-sulfinamide CC(C)(C)[S@](=O)NC(CC)C=1N=CSC1